CN(C1=CC=C(C(=O)OC=CNC)C=C1)C N-[4-dimethylaminobenzoyloxyethen-1-yl]-methylamine